OCC1=CC=C(S1)C=1C=NC=2CCN(CC2C1)C=1C(=CC=2N(N1)C(C=C(N2)COC)=O)C 7-(3-(5-(hydroxymethyl)thiophen-2-yl)-7,8-dihydro-1,6-naphthyridin-6(5H)-yl)-2-(methoxymethyl)-8-methyl-4H-pyrimido[1,2-b]pyridazin-4-one